(Z)-S-(2-(N-((4-amino-2-methylpyrimidin-5-yl)methyl)formamido)-5-(phosphonooxy)pent-2-en-3-yl)3-vinylbenzothioate NC1=NC(=NC=C1CN(C=O)C(C)=C(CCOP(=O)(O)O)\S=C(\C1=CC(=CC=C1)C=C)/[O-])C